FC1=C2C(=CN=C1)NC=C2 4-fluoro-1H-pyrrolo[2,3-c]pyridine